methyl 6-tert-butyl-5-methyl-pyrrolo[2,3-b]pyrazine-3-carboxylate C(C)(C)(C)C1=CC=2C(=NC(=CN2)C(=O)OC)N1C